5-[2-methyl-4-[[(2R)-1-methylazetidin-2-yl]methoxy]pyrazol-3-yl]-N-[2-methyl-6-(trifluoromethyl)pyrimidin-4-yl]pyrazolo[1,5-a]pyridin-2-amine CN1N=CC(=C1C1=CC=2N(C=C1)N=C(C2)NC2=NC(=NC(=C2)C(F)(F)F)C)OC[C@@H]2N(CC2)C